C(C1=CC=CC=C1)O[C@@H](CC(N1CCCC1)=O)C (2S,3R)-3-(benzyloxy)-1-oxo-1-(pyrrolidin-1-yl)butan